(1S,2S)-N1-(2-ethylquinolin-8-yl)-N1,N2-dimethyl-N2-((6-methylpyridin-2-yl)methyl)cyclohexane-1,2-diamine C(C)C1=NC2=C(C=CC=C2C=C1)N([C@@H]1[C@H](CCCC1)N(CC1=NC(=CC=C1)C)C)C